BrC=1C(=CC2=C(OCCCN2CC2=CC=C(C=C2)F)C1)C 8-bromo-5-(4-fluorobenzyl)-7-methyl-2,3,4,5-tetrahydrobenzo[b][1,4]oxazepine